6-bromo-1-[(2,6-difluorophenyl)methyl]-3-(6-methoxypyridazin-3-yl)-2,4-dioxothiophene BrC1(C=CC(=NN1)C1C(S(CC1=O)CC1=C(C=CC=C1F)F)=O)OC